platinum ruthenium carbon [C].[Ru].[Pt]